4-tert-butyl-aniline C(C)(C)(C)C1=CC=C(N)C=C1